(2S,4R)-1-[(2R)-2-[3-(4-formyl-1-piperidinyl)isoxazol-5-yl]-3-methyl-butyryl]-4-hydroxy-pyrrolidine-2-carboxylic acid tert-butyl ester C(C)(C)(C)OC(=O)[C@H]1N(C[C@@H](C1)O)C([C@H](C(C)C)C1=CC(=NO1)N1CCC(CC1)C=O)=O